CN1CCC(CC1)N1N=CC(=C1)NC(=O)C=1C=C2C(=NC1)NC=C2C2=CC=1N(C=C2)N=CC1C(=O)N1CCOCC1 N-(1-(1-methylpiperidin-4-yl)-1H-pyrazol-4-yl)-3-(3-(morpholine-4-carbonyl)pyrazolo[1,5-a]pyridin-5-yl)-1H-pyrrolo[2,3-b]pyridine-5-carboxamide